magnesium-samarium [Sm].[Mg]